1-(4-(1-(aminomethyl)cyclopropyl)phenyl)-4-chloro-2,7-dimethoxy-6(5H)-phenanthridinone hydrochloride Cl.NCC1(CC1)C1=CC=C(C=C1)C1=C(C=C(C=2NC(C3=C(C=CC=C3C12)OC)=O)Cl)OC